tert-butyl 1-cyclobutyl-2,4-dioxo-3-(6-(trifluoromethyl)pyridin-3-yl)-1,3,8-triazaspiro[4.5]decane-8-carboxylate C1(CCC1)N1C(N(C(C12CCN(CC2)C(=O)OC(C)(C)C)=O)C=2C=NC(=CC2)C(F)(F)F)=O